FC1=C(C=CC(=C1)F)N1N=CC(=C1)CNC1=NC=2N([C@H](C(NC2C(=N1)C)=O)C)C (7S)-2-(((1-(2,4-difluorophenyl)-1H-pyrazol-4-yl)methyl)amino)-4,7,8-trimethyl-7,8-dihydropteridin-6(5H)-one